FC(COC=1C=C(C=CC1F)C1=C(N=C(S1)NS(=O)(=O)C1=CC(=CC=C1)NC1CC(C1)(C)O)C1=C(C=CC=C1)C(C)C)(C(C)(C)C)F N-[5-[3-(2,2-difluoro-3,3-dimethylbutoxy)-4-fluorophenyl]-4-(2-propan-2-ylphenyl)-1,3-thiazol-2-yl]-3-[(3-hydroxy-3-methylcyclobutyl)amino]benzenesulfonamide